C(C1=CC=CC=C1)(=O)O[C@H](CC#N)CCl (R)-3-benzoyloxy-4-chlorobutyronitrile